1H-imidazol-1-yl (3-amino-3-oxopropyl)(1,3-dioxoisoindolin-2-yl)carbamate NC(CCN(C(ON1C=NC=C1)=O)N1C(C2=CC=CC=C2C1=O)=O)=O